2-((6-(methylsulfonyl)-3-pyridinyl)carbonyl)-2-azabicyclo[3.1.0]hexane-3-carboxamide CS(=O)(=O)C1=CC=C(C=N1)C(=O)N1C2CC2CC1C(=O)N